(2-(N-(2-cyanobenzyl)-2,3,4,5-tetrafluorophenylsulfonamido)-N-(3-isopropoxybenzyl)acetamido)-3-ethoxybenzoic acid C(#N)C1=C(CN(S(=O)(=O)C2=C(C(=C(C(=C2)F)F)F)F)CC(=O)N(CC2=CC(=CC=C2)OC(C)C)C2=C(C(=O)O)C=CC=C2OCC)C=CC=C1